ClC1=CC=C(C(=N1)N1N(C(=C(C1=O)NC(C1=CC=C(C=C1)OC(F)F)=O)C1=C(C=C(C=C1F)OC)F)C)N1CC(C1)(C)O N-{2-[6-chloro-3-(3-hydroxy-3-methylazetidin-1-yl)pyridin-2-yl]-5-(2,6-difluoro-4-methoxyphenyl)-1-methyl-3-oxo-2,3-dihydro-1H-pyrazol-4-yl}-4-(difluoromethoxy)benzamide